C[N+](=C(O)N)C dimethyluronium